C1(=CC=CC=C1)S(=O)(=O)N1C(=C(C2=CC=C(C(=C12)Cl)Cl)C=1C=NN(C1)C1OCCCC1)C 1-(benzenesulfonyl)-6,7-dichloro-2-methyl-3-(1-tetrahydropyran-2-ylpyrazol-4-yl)indole